N1(N=CC=C1)CCSS[C@@H]([C@@](CN1N=CN=C1)(O)C1=C(C=C(C=C1)F)F)C (2R,3R)-3-((2-(1H-pyrazol-1-yl)ethyl)disulfanyl)-2-(2,4-difluorophenyl)-1-(1H-1,2,4-triazol-1-yl)butan-2-ol